NC1=NC=CC(=C1Cl)SC1=CN=C(N=N1)N1CCC2(CC1)C(C1=CC=CC=C1C2)N 1'-(6-((2-amino-3-chloropyridin-4-yl)thio)-1,2,4-triazin-3-yl)-1,3-dihydrospiro[inden-2,4'-piperidin]-1-amine